BrC=1S(=NC2=C(C1)C=CC=C2)(C2=CC=CC=C2)=O 3-bromo-2-phenyl-2λ4-2,1-benzothiazine-2-oxide